C(C1=CN=CC=C1)(=O)O.C(C1=CN=CC=C1)(=O)N nicotinic acid, amide nicotinate